ClC1=C(C=C(OCC(=O)N[C@@H]2CN[C@H](CC2)C=2OC(=NN2)OCC2C(C2)(F)F)C=C1)F 2-(4-chloro-3-fluorophenoxy)-N-[(3S,6R)-6-{5-[(2,2-difluoro-cyclopropyl)methoxy]-1,3,4-oxadiazol-2-yl}piperidin-3-yl]acetamide